[Br-].CC(C)[NH+]1CCCC1 1-methylethylpyrrolidinium bromide